5-((5-azaspiro[2.5]octan-7-yl)oxy)isobenzofuran-1(3H)-one C1CC12CNCC(C2)OC=2C=C1COC(C1=CC2)=O